C(C1=CC=CC=C1)OC1=C(N(C=C(C1=O)C(NCC1=C(C=C(C=C1F)F)F)=O)NC(=O)OC(C)(C)C)C(=O)OC methyl 3-benzyloxy-1-(tert-butoxycarbonylamino)-4-oxo-5-[(2,4,6-trifluorophenyl)methylcarbamoyl]pyridine-2-carboxylate